C(C)(C)(C)OC(=O)N1CC=2N=C(N=C(C2CC1)N1[C@@H](CN([C@H](C1)CC#N)CC1=CC=C(C=C1)OC)CC=O)Cl 2-chloro-4-((2R,5S)-5-(cyanomethyl)-4-(4-methoxybenzyl)-2-(2-oxoethyl)piperazin-1-yl)-5,6-dihydropyrido[3,4-d]pyrimidine-7(8H)-carboxylic acid tert-butyl ester